NC1=C(C(=O)NC(C)C)C=C(C=N1)C1=C(C=C(C=C1)NC(C(O)C1=CC(=CC(=C1)F)F)=O)F 2-amino-5-(4-(2-(3,5-difluorophenyl)-2-hydroxyacetamido)-2-fluorophenyl)-N-isopropylnicotinamide